CN1N=C2C=CC(=CC2=C1)C(=O)NC(C(=O)O)CCCCCCCC1NC2=NC=CC=C2CC1 2-(2-methyl-2H-indazole-5-carboxamido)-9-(1,2,3,4-tetrahydro-1,8-naphthyridin-2-yl)nonanoic acid